FC=1C(=CC2=C(C(N3[C@@H](CO2)C[C@@H](C3)O)=O)C1OCC(C)C)C (2S,11aR)-7-Fluoro-2-hydroxy-6-isobutoxy-8-methyl-2,3,11,11a-tetrahydro-1H,5H-benzo[f]pyrrolo[2,1-c][1,4]oxazepin-5-one